tin aluminum-zinc oxide [O-2].[Zn+2].[Al+3].[Sn+4]